COC(=O)C1=NC=C(C=C1F)OC1CN(C1)C(=O)OC(C)(C)C.CSC=1N=CC(=C2C=C(N=CC12)NC(=O)C1CC1)C1=CC=CC=C1 N-(8-(methylthio)-5-phenyl-2,7-naphthyridin-3-yl)cyclopropanecarboxamide methyl-5-{[1-(tert-butoxycarbonyl)azetidin-3-yl]oxy}-3-fluoropyridine-2-carboxylate